FC1=C(C2=CC=CC=C2C=C1OC)OCOC 2-fluoro-3-methoxy-1-(methoxymethoxy)naphthalene